C(C)(C)(C)OC(C)(C)C monotert.-butylether